BrC=1C=C(C=CC1)C1=C(NC2=C1N=C(N=C2)N)C 7-(3-bromophenyl)-6-methyl-5H-pyrrolo[3,2-d]pyrimidin-2-amine